2-(6-(4-ethoxyphenyl)pyridazin-3-yl)-6-fluoroquinoline-4-carboxylic acid C(C)OC1=CC=C(C=C1)C1=CC=C(N=N1)C1=NC2=CC=C(C=C2C(=C1)C(=O)O)F